BrC=1C=C2C(=CC1)C(N(CC21CC1)CC(=O)NC1=NC=C(C=N1)I)=O 2-(6-bromo-1-oxospiro[3H-isoquinoline-4,1'-cyclopropane]-2-yl)-N-(5-iodopyrimidin-2-yl)acetamide